C(C)N(C1CN(C1)CC=1C(=CC2=C(N=C(O2)C=2C(=C(C=CC2)C2=C(C(=CC=C2)C=2OC3=C(N2)C=C(C(=C3)OC(F)F)CN3[C@@H](CCC3)C(=O)O)C)C)C1)OC(F)F)CC ((2-(3'-(5-((3-(diethylamino)azetidin-1-yl)methyl)-6-(difluoromethoxy)benzo[d]oxazol-2-yl)-2,2'-dimethyl-[1,1'-biphenyl]-3-yl)-6-(difluoromethoxy)benzo[d]oxazol-5-yl)methyl)-L-proline